N1CCC12CN(C2)CCOC2=CC(=C(C=C2)C=2N(C1=NC=NC(=C1N2)OC2(CC2)C)CC2=CC=CC=C2)Cl 8-(4-(2-(1,6-diazaspiro[3.3]heptan-6-yl)ethoxy)-2-chlorophenyl)-9-benzyl-6-(1-methyl-cyclopropoxy)-9H-purine